(R)-3-chloro-1,2-propylene glycol ClC[C@@H](CO)O